Cl.NC(C(=O)NC1=NC=C(C=C1)C1=NC(=CN=C1)C(F)(F)F)C=1N=C(SC1)NS(=O)(=O)C1CC1 2-Amino-2-(2-(cyclopropanesulfonamido)thiazol-4-yl)-N-(5-(6-(trifluoromethyl)pyrazin-2-yl)pyridin-2-yl)acetamide hydrochloride